methyl (S)-4-(difluoromethylene)-1,3-dimethylpiperidine-3-carboxylate FC(=C1[C@@](CN(CC1)C)(C(=O)OC)C)F